(3S)-N-[4-methyl-3-[2-(morpholin-4-yl)-6-[(3R)-oxan-3-ylamino]pyridin-4-yl]phenyl]-3-(2,2,2-trifluoroethyl)pyrrolidine-1-carboxamide CC1=C(C=C(C=C1)NC(=O)N1C[C@@H](CC1)CC(F)(F)F)C1=CC(=NC(=C1)N[C@H]1COCCC1)N1CCOCC1